FC=1C(=NC(=NC1)OCC(F)(F)F)C1=CNC2=C(C=CC=C12)P(C)(C)=O (3-(5-Fluoro-2-(2,2,2-trifluoroethoxy)pyrimidin-4-yl)-1H-indol-7-yl)dimethylphosphine oxide